C(C)OC=1C=C(C=CC(=O)NC(=N)N)C=CC1 3-Ethoxycinnamoylguanidin